[Zn].C(C)N1C(=NC(=C1C)C)C 1-ethyl-trimethyl-imidazole zinc